N1C(=NC2=C1C=CC=C2)CNC2=NN(C1=NC(=CN=C12)C1CC1)C[C@@H]1C[C@H](C1)O trans-3-[(3-{[(1H-benzimidazol-2-yl)methyl]amino}-6-cyclopropyl-1H-pyrazolo[3,4-b]pyrazin-1-yl)methyl]cyclobutan-1-ol